(S)-2-((1-(5-(3-isopropylphenyl)-1,2,4-oxadiazol-3-yl)ethyl)carbamoyl)-4-methoxypyridin-3-yl propionate C(CC)(=O)OC=1C(=NC=CC1OC)C(N[C@@H](C)C1=NOC(=N1)C1=CC(=CC=C1)C(C)C)=O